diethyl 2-(((6-methylpyridin-3-yl)amino)methylene)malonate CC1=CC=C(C=N1)NC=C(C(=O)OCC)C(=O)OCC